N[C@@H](CC(=O)O)C=1SC=CC1 (S)-3-amino-3-(2-thienyl)propionic acid